5-[4-[(2-chlorobenzoylamino)methyl]phenyl]-1H-naphtho[1,2-b][1,4]diazepine-2,4(3H,5h)-dione ClC1=C(C(=O)NCC2=CC=C(C=C2)N2C3=C(NC(CC2=O)=O)C2=CC=CC=C2C=C3)C=CC=C1